C1C(=O)C2=C(NC=N1)N(C=N2)[C@H]3[C@@H]([C@@H]([C@H](O3)CO)O)O The molecule is a coformycin derivative in which the hydroxy group on the diazepine ring of coformycin is replaced by an oxo group. It is a conjugate acid of a dehydrocoformycin(1+).